1-(5-phenyl-1H-pyrrolo[3,2-b]pyridin-3-yl)-3-(4-(trifluoromethyl)phenyl)urea C1(=CC=CC=C1)C1=CC=C2C(=N1)C(=CN2)NC(=O)NC2=CC=C(C=C2)C(F)(F)F